5-[4-amino-5-(trifluoromethyl)-pyrrolo[2,1-f][1,2,4]triazin-7-yl]-N-[(3R,4S)-4-fluoro-1-[1-(1,3-thiazol-4-yl)ethyl]-pyrrolidin-3-yl]-2-methoxy-pyridine-3-carboxamide NC1=NC=NN2C1=C(C=C2C=2C=C(C(=NC2)OC)C(=O)N[C@@H]2CN(C[C@@H]2F)C(C)C=2N=CSC2)C(F)(F)F